The molecule is a cholesterol ester obtained by the formal condensation of cholesterol with all-cis-icosa-8,11,14-trienoic acid. It has a role as a mouse metabolite. It derives from an all-cis-icosa-8,11,14-trienoic acid. CCCCC/C=C\\C/C=C\\C/C=C\\CCCCCCC(=O)O[C@H]1CC[C@@]2([C@H]3CC[C@]4([C@H]([C@@H]3CC=C2C1)CC[C@@H]4[C@H](C)CCCC(C)C)C)C